CN1CC=2NC3=CC=CC=C3C2CC1 2-methyl-1,2,3,4-tetrahydro-β-carboline